CC(CC(=O)OC)CC(CC=C)C methyl 3,5-dimethyloct-7-enoate